NCS(=O)(=O)O.S(N)(O)(=O)=O sulfamate (amino methanesulfonate)